Cl.FC(C1=C(C(=CC(=C1)F)F)C=1CCCC2=C(C1C1=CC=C(C=C1)CC1CN(C1)CCCF)C=CC(=C2)C(=O)O)F 8-(2-(difluoromethyl)-4,6-difluorophenyl)-9-(4-((1-(3-fluoropropyl)azetidin-3-yl)methyl)phenyl)-6,7-dihydro-5H-benzo[7]annulene-3-carboxylic acid hydrochloride